CC=1C=CCC1 3-(methyl)cyclopentaneDiene